FCC1CN(C1)CCOC1=CC=C(C=C1)[C@@H]1OC2=C(C(=C1C1=CC(=CC=C1)O)C)C=C(C=C2)O (2S)-2-(4-{2-[3-(fluoromethyl)-1-azetidinyl]ethoxy}phenyl)-3-(3-hydroxyphenyl)-4-methyl-2H-benzopyran-6-ol